[Si](C)(C)(C(C)(C)C)OC(C)(C)C1=CC=C(C=N1)COC1=NN=C(S1)N 5-((6-(2-((tert-butyldimethylsilyl)oxy)propan-2-yl)pyridin-3-yl)methoxy)-1,3,4-thiadiazol-2-amine